FC=1C=C(C=CC1F)N1C(=C(C2=C1C=C1C=NN(C1=C2)C(C(C)(C)C)=O)C2CCC1(OCCO1)CC2)C(C)C 1-[5-(3,4-difluorophenyl)-7-(1,4-dioxaspiro[4.5]decan-8-yl)-6-isopropyl-pyrrolo[2,3-f]indazol-1-yl]-2,2-dimethyl-propan-1-one